benzotriazolium chloride salt [Cl-].[NH+]=1NN=C2C1C=CC=C2